COC(=O)C1C2C=CC(C1)C2 2-methoxycarbonylbicyclo[2.2.1]Hept-5-ene